FC(C(=O)O)(F)F.OC1=CC=C(C=C1)C(=C(CC)C1=CC=CC=C1)C1=CC=C(OCCCCN2CCN(CC2)C=2C=C3CN(C(C3=CC2)=O)[C@@H]2C(NC(CC2)=O)=O)C=C1 (S)-3-(5-(4-(4-(4-(1-(4-hydroxyphenyl)-2-phenylbut-1-en-1-yl)phenoxy)butyl)piperazin-1-yl)-1-oxoisoindolin-2-yl)piperidine-2,6-dione trifluoroacetic acid salt